4,9,24,26-tetrazatetracyclo[20.6.2.21,4.025,29]dotriaconta-22(30),23,25(29)-triene-5,8,27-trione C123CCN(C(CCC(NCCCCCCCCCCCCC=4C=NC(NC(C1)=O)=C2C4)=O)=O)CC3